F\C=C(\CNC(OC(C)(C)C)=O)/CN1N=CN(C1=O)C=1SC=CN1 tert-butyl (Z)-(3-fluoro-2-((5-oxo-4-(thiazol-2-yl)-4,5-dihydro-1H-1,2,4-triazol-1-yl)methyl)allyl)carbamate